allyl (β-D-galactopyranosyl)-(1→3)-2-acetamido-2-deoxy-α-D-galactopyranoside [C@@H]1([C@H](O)[C@@H](O)[C@@H](O)[C@H](O1)CO)O[C@@H]1[C@H]([C@@H](OCC=C)O[C@@H]([C@@H]1O)CO)NC(C)=O